(R)-2-((S)-3-((3,3-difluoropropyl)(5-(5,6,7,8-tetrahydro-1,8-naphthyridin-2-yl)pentyl)amino)pyrrolidin-1-yl)-2-(3-fluoro-5-isopropyl-2-methoxyphenyl)acetic acid FC(CCN([C@@H]1CN(CC1)[C@@H](C(=O)O)C1=C(C(=CC(=C1)C(C)C)F)OC)CCCCCC1=NC=2NCCCC2C=C1)F